C(#N)NC1CC(C1)C(=O)NC1=CN=C(S1)C1CCCCC1 (1r,3r)-3-(cyanoamino)-N-(2-cyclohexyl-1,3-thiazol-5-yl)cyclobutane-1-carboxamide